2-chloro-N5-methyl-N4-(4-(1-methyl-1H-imidazol-2-yl)benzyl)pyrimidine-4,5-diamine ClC1=NC=C(C(=N1)NCC1=CC=C(C=C1)C=1N(C=CN1)C)NC